N3-(2-bromo-5-nitro-4-pyridyl)-5-methoxy-cyclohexane-1,3-diamine BrC1=NC=C(C(=C1)NC1CC(CC(C1)OC)N)[N+](=O)[O-]